COC1=CC=C2C=C(N=NC2=C1)C(=O)OCC ethyl 7-methoxycinnoline-3-carboxylate